Cl.O=C1N(CC2=CC(=CC=C12)N1CCNCC1)C1C(NC(CC1)=O)=O 3-(1-oxo-5-(piperazine-1-yl)isoindol-2-yl)piperidine-2,6-dione hydrochloride